C(C)C1=CN(C=2N=NC(=CC21)C2=C(C=C(C=C2C)C(F)(F)F)OCOC)C2CC(C2)(O)C (1s,3s)-3-{5-ethyl-3-[2-(methoxymethoxy)-6-methyl-4-(trifluoromethyl)phenyl]-7H-pyrrolo[2,3-c]pyridazin-7-yl}-1-methylcyclobutanol